2-[5-[3-(4-Methylsulfonylamino)benzyl-1,2,4-oxadiazol-5-yl]-1H-indol-3-yl]ethanamine CS(=O)(=O)NC1=CC=C(C=C1)CC2=NOC(=N2)C3=CC4=C(C=C3)NC=C4CCN